3-fluoro-1H-indazol FC1=NNC2=CC=CC=C12